ClC1=C(C=CC=2C(=C3N(C12)CCN(C3)C(CN3C(N(CC3)C)=O)=O)C=3C=NNC3)Cl 1-(2-(6,7-Dichloro-10-(1H-pyrazol-4-yl)-3,4-dihydropyrazino[1,2-a]indol-2(1H)-yl)-2-oxoethyl)-3-methylimidazolidin-2-one